(3-((4-chloro-5-cyclopropylpyridin-3-yl)oxy)azetidin-1-yl)(6-(3-cyclopropyl-1H-1,2,4-triazol-1-yl)-2-azaspiro[3.3]heptan-2-yl)methanone ClC1=C(C=NC=C1C1CC1)OC1CN(C1)C(=O)N1CC2(C1)CC(C2)N2N=C(N=C2)C2CC2